N-(5-((4-chlorobenzyl)oxy)-1,3,4-thiadiazol-2-yl)-3-(2-ethynylphenyl)pyridine-4-Formamide ClC1=CC=C(COC2=NN=C(S2)NC(=O)C2=C(C=NC=C2)C2=C(C=CC=C2)C#C)C=C1